Sodium ((2S,4R)-10-((6-oxo-4-phenylpyrimidin-1(6H)-yl)methyl)-7-azaspiro[4.5]decane-7-carbonyl)-2-phenylpiperidin O=C1C=C(N=CN1CC1CCN(CC12CCCC2)C(=O)N2C(CCCC2)C2=CC=CC=C2)C2=CC=CC=C2.[Na]